Ethyl-6-(4-ethyl-3-(hydroxymethyl)-5-oxo-4,5-dihydro-1H-1,2,4-triazol-1-yl)-2-(3-fluorophenyl)phthalazin-1(2H)-one C(C)C1=NN(C(C2=CC=C(C=C12)N1N=C(N(C1=O)CC)CO)=O)C1=CC(=CC=C1)F